Cl.FC1=C2C=CC(=CC2=CC=C1)O 5-fluoronaphthalen-2-ol hydrochloride